N1(CCC2=CC=CC=C12)C(=O)OCC(CC(C(=O)OC)(C)C)=O (1-methoxy-2-methyl-1-oxopropyl-2-oxopropyl) indoline-1-carboxylate